N-cyclopropyl-6-methyl-5-(4-((3-methyl-2-oxo-4-thioxo-1,2,3,4-tetrahydroquinazolin-7-yl)methyl)piperazin-1-yl)picolinamide C1(CC1)NC(C1=NC(=C(C=C1)N1CCN(CC1)CC1=CC=C2C(N(C(NC2=C1)=O)C)=S)C)=O